N-Boc-1,2,3,4-tetrahydroquinoline-6-carboxylic acid C(=O)(OC(C)(C)C)N1CCCC2=CC(=CC=C12)C(=O)O